O=C1N2C(=NN1C1CC(C1)OC1=CC=C(C=3N1N=CC3)C#N)CC[C@H]2C2=CC=CC=C2 7-((1S,3R)-3-((S)-3-oxo-5-phenyl-6,7-dihydro-3H-pyrrolo[2,1-c][1,2,4]triazol-2(5H)-yl)cyclobutoxy)pyrazolo[1,5-a]pyridine-4-carbonitrile